1-phenyl-7-(4,4,5,5-tetramethyl-[1,3,2]dioxaborolan-2-yl)-dibenzofuran C1(=CC=CC=C1)C1=CC=CC=2OC3=C(C21)C=CC(=C3)B3OC(C(O3)(C)C)(C)C